2-[4-(5-Amino-4-cyano-1-isopropylpyrazol-3-yl)phenyl]-N-[5-(2-methylbutan-2-yl)-1,2-oxazol-3-yl]propanamide NC1=C(C(=NN1C(C)C)C1=CC=C(C=C1)C(C(=O)NC1=NOC(=C1)C(C)(CC)C)C)C#N